BrC1=CC=C(C=C1)C1C(C(CC(C1)OC1=CC=CC=C1)CO)C(=O)O 2-(4-bromophenyl)-6-(hydroxymethyl)-4-phenoxycyclohexane-1-carboxylic acid